BrC=1C(=C(C(=C(C1[2H])[2H])[2H])N1C2=C(C(=C(C(=C2C=2C(=C(C(=C(C12)[2H])C1=CC=CC=C1)[2H])[2H])[2H])[2H])[2H])[2H])[2H] 9-(3-bromophenyl-2,4,5,6-d4)-2-phenyl-9H-carbazole-1,3,4,5,6,7,8-d7